1,4-dimethyl-4-acetyl-1-cyclohexene CC1=CCC(CC1)(C(C)=O)C